methyl 4-tert-butyl-2-ethoxy-benzoate C(C)(C)(C)C1=CC(=C(C(=O)OC)C=C1)OCC